NC1=NC=2C(=NC=C(C2)C(=O)OC)N1CCCNC(=O)OC(C)(C)C Methyl 2-amino-3-(3-((tert-butoxycarbonyl) amino) propyl)-3H-imidazo[4,5-b]pyridine-6-carboxylate